BrC1=C2C(OCC2)=CC2=C1OCC2 4-Bromo-2,3,6,7-tetrahydrobenzo[1,2-b:4,5-b']difuran